O=C1NC(CCC1C=1C=C(C=CC1)CC1(CN(C1)C(=O)OC(C)(C)C)F)=O tert-butyl 3-[[3-(2,6-dioxo-3-piperidinyl) phenyl] methyl]-3-fluoro-azetidine-1-carboxylate